((1S,4R,6R)-6-((3-fluoro-5-(trifluoromethyl)pyridin-2-yl)amino)-2-azabicyclo[2.2.2]oct-2-yl)methanone 2-amino-3-hydroxybutyrate NC(C(=O)O)C(C)O.FC=1C(=NC=C(C1)C(F)(F)F)N[C@@H]1C[C@@H]2CN([C@H]1CC2)C=O